N-(2-hydroxy-4-chlorophenyl)-glycine ethyl ester C(C)OC(CNC1=C(C=C(C=C1)Cl)O)=O